2-(tert-Butyl) 3-methyl (1R,3R,4R,5R,6S)-5,6-dihydroxy-2-azabicyclo[2.2.1]heptane-2,3-dicarboxylate O[C@@H]1[C@H]2[C@@H](N([C@@H]([C@@H]1O)C2)C(=O)OC(C)(C)C)C(=O)OC